(E)-4-(2-(4-((5-Cyclopropyl-3-(3,5-dichloropyridin-4-yl)isoxazol-4-yl)methoxy)bicyclo[2.2.2]octan-1-yl)vinyl)-1-methyl-1H-indol C1(CC1)C1=C(C(=NO1)C1=C(C=NC=C1Cl)Cl)COC12CCC(CC1)(CC2)/C=C/C2=C1C=CN(C1=CC=C2)C